ClC1=C2C(NNC(C2=CC=C1)=O)=O 5-Chloro-2,3-dihydrophthalazine-1,4-dione